4-Chloro-6-(7-fluoro-2-methyl-2H-indazol-5-yl)-2-(1,2,3,6-tetrahydropyridin-4-yl)-1,3-benzothiazol-Hydrochlorid Cl.ClC1=CC(=CC2=C1N=C(S2)C=2CCNCC2)C2=CC1=CN(N=C1C(=C2)F)C